3-(5-(4-((1-(2-bromo-5-methoxy-4-nitrophenyl)piperidine-4-yl)methyl)piperazin-1-yl)-1-oxoisoindolin-2-yl)piperidine-2,6-dione BrC1=C(C=C(C(=C1)[N+](=O)[O-])OC)N1CCC(CC1)CN1CCN(CC1)C=1C=C2CN(C(C2=CC1)=O)C1C(NC(CC1)=O)=O